C(C)OC(=O)C=1C(=NC(=CC1OCC1=CC=CC=C1)C)Cl.O1[C@@H](CC1)N1CCCCC1 ((S)-oxetan-2-yl)piperidine ethyl-4-benzyloxy-2-chloro-6-methyl-pyridine-3-carboxylate